C(CCCC)C(CCCCCCCC)N pentylnonan-1-amine